2-{[1-(4-fluorophenyl)-4-methyl-1H-1,2,3-triazol-5-yl]methoxy}-6-[6-(trifluoromethyl)pyridine-3-carbonyl]-5,6,7,8-tetrahydro-1,6-naphthyridine FC1=CC=C(C=C1)N1N=NC(=C1COC1=NC=2CCN(CC2C=C1)C(=O)C=1C=NC(=CC1)C(F)(F)F)C